ClC=1C(=CC2=C(N(C(N=C2N2C(CN(CC2)C(=O)OC(C)(C)C)C)=O)C=2C(=NC=CC2C)C(C)C)N1)F tert-butyl 4-(7-chloro-6-fluoro-1-(2-isopropyl-4-methylpyridin-3-yl)-2-oxo-1,2-dihydropyrido[2,3-d]pyrimidin-4-yl)-3-methylpiperazine-1-carboxylate